C(C)OC([C@@H](F)Br)=O.O(C1=CC=CC=C1)S(=O)(=O)O phenoxysulphonate ethyl-(2S)-2-bromo-2-fluoroacetate